C(C)(C)(C)OC(=O)NC1(CC2=C(C(=C(S2)C(=O)O)I)CC1)C 6-(tert-butoxycarbonylamino)-3-iodo-6-methyl-5,7-dihydro-4H-benzothiophene-2-carboxylic acid